O=C1N(CCC(N1)=O)C1=CN=C2N1C=CC=C2C#CCCC=O 5-[3-(2,4-Dioxohexahydropyrimidin-1-yl)imidazo[1,2-a]pyridin-8-yl]pent-4-ynal